1-(2-chloro-3-hydroxy-5-methoxymethylphenyl)-3-(3-bromo-4-methoxyphenyl)-(2E)-2-propen-1-one ClC1=C(C=C(C=C1O)COC)C(\C=C\C1=CC(=C(C=C1)OC)Br)=O